2'-chloro-5'-methoxy-6-methyl-N-[5-(morpholin-4-yl)-[1,3]thiazolo[5,4-d]pyrimidin-2-yl]-[4,4'-bipyridine]-3-carboxamide ClC1=NC=C(C(=C1)C1=C(C=NC(=C1)C)C(=O)NC=1SC=2N=C(N=CC2N1)N1CCOCC1)OC